FC1=CC=C(C(=O)N[C@H](C(=O)NC2=CC=C(C=C2)S(=O)(=O)Cl)CC=2C=NC=CC2)C=C1 (S)-4-(2-(4-fluorobenzamido)-3-(pyridin-3-yl)propionamido)benzene-1-sulfonyl chloride